tetralin-1,2-dicarboxylic acid anhydride C12C(CCC3=CC=CC=C13)C(=O)OC2=O